C[C@@H]1CN(C[C@@H](N1)C)C1=CC=C(C=2N=C(C(=NC12)C)C)C(=O)NC=1C=C(C=2N(C1)C=C(N2)C)F 8-[(3R,5S)-3,5-dimethylpiperazin-1-yl]-N-{8-fluoro-2-methylimidazo[1,2-a]pyridin-6-yl}-2,3-dimethylquinoxaline-5-carboxamide